ClC=1C=C(C=CC1)C1=NC(=NC(=N1)NC1CNCC1)NC=1C=C(C(=O)N)C=CC1C 3-((4-(3-chlorophenyl)-6-(pyrrolidin-3-ylamino)-1,3,5-triazin-2-yl)amino)-4-methylbenzamide